maleimidocaproyl-(maleimidocaproyl)-valine C1(C=CC(N1CCCCCC(=O)N([C@@H](C(C)C)C(=O)O)C(CCCCCN1C(C=CC1=O)=O)=O)=O)=O